2-(azidomethyl)-5-chlorobenzofuran N(=[N+]=[N-])CC=1OC2=C(C1)C=C(C=C2)Cl